rac-(3r,6s,7s,8as)-6-(benzo[d][1,3]dioxol-5-yl)-3,7-dimethyl-2-(2-morpholinoethyl)-1,4-dioxooctahydropyrrolo[1,2-a]pyrazine-7-carbonitrile O1COC2=C1C=CC(=C2)[C@H]2[C@](C[C@@H]1N2C([C@H](N(C1=O)CCN1CCOCC1)C)=O)(C#N)C |r|